ClC1=CC=C2C(=C3N(C2=C1Cl)CC(CC3)CCO)C=3C=NN(C3)C3OCCCC3 2-[3,4-dichloro-10-(1-tetrahydropyran-2-ylpyrazol-4-yl)-6,7,8,9-tetrahydropyrido[1,2-a]indol-7-yl]ethanol